1-(4-Hexylphenyl)sulfonyl-N-methyl-aziridine-2-carboxamide C(CCCCC)C1=CC=C(C=C1)S(=O)(=O)N1C(C1)C(=O)NC